C(=CCCC)(O)O pentendiol